C(CCCCC)OC(CC=CC)CC=CC 2-hexyloxy-1,3-dipropenyl-propane